2-(p-methyl-mercaptophenyl)-4,5-diphenyl-imidazole CC1=CC(=C(C=C1)C=1NC(=C(N1)C1=CC=CC=C1)C1=CC=CC=C1)S